2-((2-(((2-(3-amino-6-methoxypyridin-2-yl)ethyl)(tert-butoxycarbonyl)amino)methyl)-4-fluorophenyl)amino)-5-fluoro-4-(trifluoromethyl)benzoic acid NC=1C(=NC(=CC1)OC)CCN(C(=O)OC(C)(C)C)CC1=C(C=CC(=C1)F)NC1=C(C(=O)O)C=C(C(=C1)C(F)(F)F)F